C[Pt](C1(C=CC=C1)C[Si](OCCC)(OCCC)OCCC)(C)C trimethyl-[(tripropoxysilyl)methylcyclopentadienyl]Platinum (IV)